FC=1C=CC(=C(CC=2C=C(C=CC2)[C@H](CC(=O)[O-])NC(=O)NC=2C(N(C=CC2[O-])C)=O)C1)C.[Na+].[Na+] Natrium (S)-3-(3-(5-Fluoro-2-Methylbenzyl)phenyl)-3-(3-(1-Methyl-4-oxido-2-oxo-1,2-Dihydropyridin-3-yl)ureido)propanoat